C[C@@H](C=O)CCC |r| racemic-2-methylpentanal